2-fluoro-N-((2R)-3-methyl-1-(9-methyl-7-(pyridin-3-yl)-3,9-diazaspiro[5.5]undecan-3-yl)-1-oxobutan-2-yl)-5-(trifluoromethyl)benzamide FC1=C(C(=O)N[C@@H](C(=O)N2CCC3(CC2)C(CN(CC3)C)C=3C=NC=CC3)C(C)C)C=C(C=C1)C(F)(F)F